((3s,4s)-3-fluoropiperidin-4-yl)methanol F[C@@H]1CNCC[C@H]1CO